2-(4-methylphenyl)ethyl acrylate C(C=C)(=O)OCCC1=CC=C(C=C1)C